CC1=NN=C2N1C1=CC=CC=C1C(=N2)NC2=CC(=CC=C2)C2=CC=NC=C2 methyl-N-(3-(pyridin-4-yl)phenyl)-[1,2,4]triazolo[4,3-a]quinazolin-5-amine